1-[3-(4-bromo-1H-pyrazol-1-yl)pyrrolidin-1-yl]Ethan-1-one BrC=1C=NN(C1)C1CN(CC1)C(C)=O